ClC1=CC2=C(N=C(N=C2)NC2=C(C=C(C=C2)S(=O)(=O)CCCCN2CCN(CC2)C(=O)OC(C)(C)C)C)N(C1=O)C1CCCC1 Tert-butyl 4-[4-[4-[(6-chloro-8-cyclopentyl-7-oxo-pyrido[2,3-d]pyrimidin-2-yl)amino]-3-methyl-phenyl]sulfonylbutyl]piperazine-1-carboxylate